(2S)-1-[[2,6-Dimethoxy-4-(2-Methyl-1-Oxo-2,7-Naphthyridin-4-Yl)Phenyl]Methyl]-N-(8-[[2-(2,6-Dioxopiperidin-3-Yl)-1,3-Dioxoisoindol-4-Yl]Amino]Octyl)Azetidine-2-Carboxamide COC1=C(C(=CC(=C1)C1=CN(C(C2=CN=CC=C12)=O)C)OC)CN1[C@@H](CC1)C(=O)NCCCCCCCCNC1=C2C(N(C(C2=CC=C1)=O)C1C(NC(CC1)=O)=O)=O